ClC=1C(=C(C(=O)N2CC3=CC=CC(=C3C2)N(C(C=C)=O)C)C(=CC1O)O)F N-(2-(3-Chloro-2-fluoro-4,6-dihydroxybenzoyl)isoindolin-4-yl)-N-methylacrylamide